S(=O)(=O)([O-])C=1C=C(C=CC1)P(C1=CC(=CC=C1)S(=O)(=O)[O-])C1=CC(=CC=C1)S(=O)(=O)[O-].[Na+].[Na+].[Na+] trisodium tris(3-sulphophenyl)phosphine salt